N-(tert-butyl)-2-hydroxy-5-(5''-(methylsulfonyl)dispiro[cyclopropane-1,1'-cyclohexane-4',3''-indoline]-1''-carbonyl)benzenesulfonamide C(C)(C)(C)NS(=O)(=O)C1=C(C=CC(=C1)C(=O)N1CC2(C3=CC(=CC=C13)S(=O)(=O)C)CCC1(CC2)CC1)O